C(C(C)(C)C)NCCCCCCCCCCCC N-neopentyl-dodecane-1-amine